octylacetaldehyde dimethyl acetal COC(CCCCCCCCC)OC